1-[2-Methoxy-5-[4-(4-piperidyloxy)piperidine-1-carbonyl]phenyl]hexahydropyrimidine-2,4-dione COC1=C(C=C(C=C1)C(=O)N1CCC(CC1)OC1CCNCC1)N1C(NC(CC1)=O)=O